CC1=C(C=C(C=C1)C)N1C(=NC2=CC(=C(C=C2C1=O)/C=C/C(=O)OCC)F)CC (E)-ethyl 3-(3-(2,5-dimethylphenyl)-2-ethyl-7-fluoro-4-oxo-3,4-dihydroquinazolin-6-yl)acrylate